N-isopropyl-2-pyrrolidone C(C)(C)N1C(CCC1)=O